O=C1NC=2N(C(=C1)CCC)C(=NN2)SCC2=CC=C(C#N)C=C2 4-{[(7-oxo-5-propyl-7,8-dihydro[1,2,4]triazolo[4,3-a]pyrimidin-3-yl)sulfanyl]methyl}benzonitrile